O(C1=CC=CC=C1)C=1C=CC(=NC1)NC=1C2=C(N=CN1)C=CC(=N2)N2CCN(CC2)C(C=C)=O 1-[4-[4-[(5-phenoxy-2-pyridyl)amino]pyrido[3,2-d]pyrimidin-6-yl]piperazin-1-yl]prop-2-en-1-one